C(C)(=O)OC1(CCC(CC1)C(C)C)C cis-4-isopropyl-1-methylcyclohexyl acetate